N-hydroxypropyl-2-oxazolidinone OCCCN1C(OCC1)=O